bis(2,4,6-trifluorophenyl)fluoroborane FC1=C(C(=CC(=C1)F)F)B(F)C1=C(C=C(C=C1F)F)F